ethyl (2-dimethylamino-1-phenyl-3-cyclohexene-1-carboxylate) CN(C1C(CCC=C1)(C(=O)OCC)C1=CC=CC=C1)C